(4-(aminomethyl)-3-fluorophenyl)boric acid NCC1=C(C=C(C=C1)OB(O)O)F